5-(4-(((2r,6r)-6-cyclopropyl-1,4-dioxan-2-yl)methoxy)phenyl)-2-oxo-6-(trifluoromethyl)-1,2-dihydropyridine-3-carboxamide C1(CC1)[C@@H]1COC[C@@H](O1)COC1=CC=C(C=C1)C=1C=C(C(NC1C(F)(F)F)=O)C(=O)N